NCCCC[C@@H](C(=O)O)N=[N+]=[N-] (2S)-6-amino-2-azido-hexanoic acid